4-cyano-N-[2-cyano-5-[[[2,6-di-chloro-4-[1,2,2,3,3,3-hexafluoro-1-(trifluoromethyl)propyl]phenyl]amino]carbonyl]phenyl]-2-methyl-benzamide C(#N)C1=CC(=C(C(=O)NC2=C(C=CC(=C2)C(=O)NC2=C(C=C(C=C2Cl)C(C(C(F)(F)F)(F)F)(C(F)(F)F)F)Cl)C#N)C=C1)C